FC1=C2C=CC=NC2=CC(=C1)C 5-fluoro-7-methylquinoline